FC1=C2C=CN(C2=CC=C1)[C@H]1CC[C@H](CC1)N1CCN(CC1)C=1C=CC(NN1)=O 6-{4-[cis-4-(4-fluoro-1H-indol-1-yl)cyclohexyl]piperazin-1-yl}-2,3-dihydropyridazin-3-one